BrC=1C2(C3=CC=CC(=C3C1)C)CCC(CC2)(C(=O)O)NC2=CC(=CC=C2)Cl (1s,4s)-2'-bromo-4-(3-chloroanilino)-4'-methylspiro[cyclohexane-1,1'-indene]-4-carboxylic acid